CS(=O)(=O)C=1C=CC(=C(C1)O)OC(F)(F)F 5-methylsulfonyl-2-(trifluoromethoxy)phenol